methyl 3-(4-piperidyloxy)cyclobutanecarboxylate N1CCC(CC1)OC1CC(C1)C(=O)OC